(2-(methyl-d3)pyridin-3-yl)boric acid C(C1=NC=CC=C1OB(O)O)([2H])([2H])[2H]